N-(3-hydroxy-4-methoxybenzyl)-2-morpholinyl-4-nitrobenzamide OC=1C=C(CNC(C2=C(C=C(C=C2)[N+](=O)[O-])N2CCOCC2)=O)C=CC1OC